NC=1C(=C(OCCCNC(OC(C)(C)C)=O)C=C(C1)C(N)=O)NC\C=C\CO[Si](C)(C)C(C)(C)C tert-butyl (E)-(3-(3-amino-2-((4-((tert-butyldimethylsilyl)oxy)but-2-en-1-yl)amino)-5-carbamoylphenoxy)propyl)carbamate